di(hexadecyl)methylammonium [tetrakis(pentafluorophenyl)borate] FC1=C(C(=C(C(=C1[B-](C1=C(C(=C(C(=C1F)F)F)F)F)(C1=C(C(=C(C(=C1F)F)F)F)F)C1=C(C(=C(C(=C1F)F)F)F)F)F)F)F)F.C(CCCCCCCCCCCCCCC)[NH+](C)CCCCCCCCCCCCCCCC